C(C)(C)N1N=C(N=C1)C=1C=C(COCC2=CC=CC(=N2)NC(OC(C)(C)C)=O)C=C(C1OC)[N+](=O)[O-] Tert-butyl (6-(((3-(1-isopropyl-1H-1,2,4-triazol-3-yl)-4-methoxy-5-nitrobenzyl)oxy)methyl)pyridin-2-yl)carbamate